FC1=C(C=CC(=C1)SC)C(=O)N (2-fluoro-4-(methylthio)phenyl)carboxamide